1-[2-(N,N-dimethylamino)ethyl]-4-[(3-methoxyphenoxy)methyl]-1H-1,2,3-triazole CN(C)CCN1N=NC(=C1)COC1=CC(=CC=C1)OC